C(#C)C1CCC(CC1)CCCCC(=O)OC methyl 5-(4-ethynylcyclohexyl)pentanoate